N-(5-(piperidin-1-ylsulfonyl)pyridin-2-yl)-1H-indol-6-amine N1(CCCCC1)S(=O)(=O)C=1C=CC(=NC1)NC1=CC=C2C=CNC2=C1